5-(3-pyridinyl)-1H-pyrazole-3-carbaldehyde N1=CC(=CC=C1)C1=CC(=NN1)C=O